NC1CC(CCC1)NC1=NC=C(C(=N1)C1=CNC2=C(C=CC=C12)P(C)(C)=O)C(F)(F)F (3-(2-((3-aminocyclohexyl)amino)-5-(trifluoromethyl)pyrimidin-4-yl)-1H-indol-7-yl)dimethylphosphine oxide